N-methyl-2-((2-(pyridin-2-yl)pyrimidin-5-yl)oxy)acetamide CNC(COC=1C=NC(=NC1)C1=NC=CC=C1)=O